N[C@H]1[C@@H](CCCC1)C1=C(C2=NC(=CC(=C2S1)NCC1=CC=NC=C1)Cl)Br 2-((1r,2r)-2-aminocyclohexyl)-3-bromo-5-chloro-N-(pyridin-4-ylmethyl)thieno[3,2-b]pyridin-7-amine